FC=1C=NC=2C(C(=C3N(C2C1)C1=C(S3)C=CC=C1)C(=O)OCC)=O ethyl 2-fluoro-5-oxo-[1,3]benzothiazolo[3,2-a][1,5]naphthyridine-6-carboxylate